N-isopentyl-1-methyl-1H-pyrazole-3-carboxamide C(CC(C)C)NC(=O)C1=NN(C=C1)C